C(=NN)(N)N.O.OS(=O)(=O)O Aminoguanidine sulfate hydrate